C(C)(C)[C@H]1CC=C(CC1)C(C=O)(C)C ((R)-4-isopropylcyclohex-1-en-1-yl)-2-methylpropionaldehyde